FC(COC1=C(C=NC2=CC=NC=C12)C#N)(F)F 4-(2,2,2-trifluoroethoxy)-1,6-naphthyridine-3-carbonitrile